Natrium valproat C(C(CCC)CCC)(=O)[O-].[Na+]